1-N'-[2,5-difluoro-4-[7-(1H-imidazol-2-yl)-6-methylquinolin-4-yl]oxyphenyl]-1-N-(4-fluorophenyl)cyclopropane-1,1-dicarboxamide FC1=C(C=C(C(=C1)OC1=CC=NC2=CC(=C(C=C12)C)C=1NC=CN1)F)NC(=O)C1(CC1)C(=O)NC1=CC=C(C=C1)F